OC[C@@H]1N(C(CC1)=O)C=1N=C2N(CCOC3=C2C=CC(=C3)N3[C@@H](CCC3)C(=O)N)C1 (2S)-1-(2-((2R)-2-(hydroxymethyl)-5-oxopyrrolidine-1-yl)-5,6-dihydrobenzo[f]imidazo[1,2-d][1,4]oxazepin-9-yl)pyrrolidine-2-carboxamide